OC1=C(C(=CC(=C1)O[C@@H]1OC([C@H]([C@H](C1O)O)O)CO[C@@H]1OC([C@@H]([C@@H](C1O)O)O)C)O)C(\C=C\C1=CC(=C(C=C1)OC)O)=O (E)-1-[2,6-Dihydroxy-4-[(2S,4R,5S)-3,4,5-trihydroxy-6-[[(2R,4S,5R)-3,4,5-trihydroxy-6-methyloxan-2-yl]oxymethyl]oxan-2-yl]oxyphenyl]-3-(3-hydroxy-4-methoxyphenyl)prop-2-en-1-one